FC=1C=CC(=C2C=NNC12)C1=NN(C2=NC(=NC(=C21)N)NC2=C(C=C(C=C2)S(=O)(=O)C)F)C(C)C 3-(7-fluoro-1H-indazol-4-yl)-N6-[2-fluoro-4-(methylsulfonyl)phenyl]-1-isopropyl-1H-pyrazolo[3,4-d]pyrimidine-4,6-diamine